2,5-dioxopyrrol-1-yl-2-aminopyrazolo[1,5-a]pyrimidine-3-carboxylic acid O=C1N(C(C=C1)=O)C1=NC=2N(C=C1)N=C(C2C(=O)O)N